CN1C=NC2=NCNC=C12 7-methyl-1H-purine